FC(OCCNC(=O)C1=CC2=C(N(C(=N2)NC=2SC3=C(N2)C=CC(=C3)OC(F)(F)F)C)C=C1)(F)F 1-Methyl-2-(6-trifluoromethoxy-benzothiazol-2-ylamino)-1H-benzoimidazole-5-carboxylic acid (2-trifluoromethoxy-ethyl)-amide